1-(3-(3-(4-cyclohexylphenyl)-4-hydroxy-1H-pyrazolo[3,4-d]pyrimidin-1-yl)pyrrolidin-1-yl)prop-2-en-1-one C1(CCCCC1)C1=CC=C(C=C1)C1=NN(C2=NC=NC(=C21)O)C2CN(CC2)C(C=C)=O